C(C)N(C(C(C(F)F)(F)F)=O)CC N,N-diethyltetrafluoropropionamide